Hydantoindilaurat N1(C(=O)N(C(=O)C1)CCCCCCCCCCCC(=O)[O-])CCCCCCCCCCCC(=O)[O-]